[Sn+2].C(CCCCCCCCCCCCCCCCC)(=O)[O-].C(CCCCCCCCCCCCCCCCC)(=O)[O-] distearate tin (II)